4-bromo-2-(bromomethyl)-6-(trifluoromethyl)benzofuran [2-(methoxy-methyl)anilino]methanesulfonate COCC1=C(NCS(=O)(=O)O)C=CC=C1.BrC1=CC(=CC2=C1C=C(O2)CBr)C(F)(F)F